[18F]-fluoro-2-deoxymannose [18F]C(=O)C[C@@H](O)[C@H](O)[C@H](O)CO